C1(=CC=CC=C1)C=1C(N(C(C1C1=CC=CC=C1)=O)CCC1=CC=CC=C1)=O 3,4-Diphenyl-1-(2-phenylethyl)pyrrole-2,5-dione